C[C@H]1CCN(CCN1C(C=C)=O)C=1N=CC2=C(N1)C(=NC=N2)NC2=CC(=C(C=C2)OC2=CC1=C(N(N=N1)C)C=C2)C (S)-1-(7-methyl-4-(8-((3-methyl-4-((1-methyl-1H-benzo[d][1,2,3]triazol-5-yl)oxy)phenyl)amino)pyrimido[5,4-d]pyrimidin-2-yl)-1,4-diazepan-1-yl)prop-2-en-1-one